OC1=C(C=C(C=C1)C(=O)N1C=CC=2C1=NC=CC2)OC (4-hydroxy-3-methoxyphenyl)(1H-pyrrolo[2,3-b]pyridin-1-yl)methanone